C(C)(C)(C)OC(=O)NC1(CCCCC1)CC(=O)OC[C@H]1O[C@@]([C@@H]([C@@H]1O)O)(C#N)C1=CC=C2C(=NC=NN21)N ((2R,3S,4R,5R)-5-(4-aminopyrrolo[2,1-f][1,2,4]triazin-7-yl)-5-cyano-3,4-dihydroxytetrahydrofuran-2-yl)methyl 2-(1-((tert-butoxycarbonyl)amino)cyclohexyl)acetate